[Si](C)(C)(C(C)(C)C)OC(CCN)CN1CCN(CC1)C1=C(C=CC=C1)OC 3-((tert-Butyldimethylsilyl)oxy)-4-(4-(2-methoxyphenyl)piperazin-1-yl)butan-1-amine